FC(S(=O)(=O)[O-])(F)F.C1(=CC=CC=C1)C(C(=O)OC1CC2CCC(C1)[N+]21CCCC1)(OC(CC)SCCC)C1=CC=CC=C1 3-(2,2-diphenyl-2-(1-(propylthio)propoxy)acetoxy)spiro[bicyclo[3.2.1]octane-8,1'-pyrrolidin]-8-ium trifluoromethanesulfonate